ClC=1C=CC(=C(C1)C=1N=C(SC1NC(=O)C=1C=NN2C1N=CC=C2)CN2CCC(CC2)N(C)C)OC(F)F Pyrazolo[1,5-a]pyrimidine-3-carboxylic acid [4-(5-chloro-2-difluoromethoxy-phenyl)-2-(4-dimethylamino-piperidin-1-ylmethyl)-thiazol-5-yl]-amide